2-(4-methoxypiperidin-1-yl)-6-nitrobenzo[d]oxazole COC1CCN(CC1)C=1OC2=C(N1)C=CC(=C2)[N+](=O)[O-]